ethyl 1-(3,5-difluorobenzyl)-5,5-difluoro-4-oxopiperidine-3-carboxylate FC=1C=C(CN2CC(C(C(C2)(F)F)=O)C(=O)OCC)C=C(C1)F